FC1=C(OC2=C(C=C(C=C2)N2C(NC(C2=O)C(C)C)=O)C=2C3=C(C(N(C2)C)=O)N(C=C3)S(=O)(=O)C3=CC=C(C)C=C3)C=CC(=C1)F 3-(4-(2,4-difluorophenoxy)-3-(6-methyl-7-oxo-1-tosyl-6,7-dihydro-1H-pyrrolo[2,3-c]pyridin-4-yl)phenyl)-5-isopropylimidazolidine-2,4-dione